CC1=NC=C(C(=C1)C1=CC=2N(C=C1)N=C(C2)NC2=CC=C(C=N2)C(=O)NCC2CCOCC2)OC2C[C@H]1COC[C@@H](C2)N1 6-[[5-[2-methyl-5-[[(1R,5S,7s)-3-oxa-9-azabicyclo[3.3.1]nonan-7-yl]oxy]-4-pyridyl]pyrazolo[1,5-a]pyridin-2-yl]amino]-N-(tetrahydropyran-4-ylmethyl)pyridine-3-carboxamide